4-hydroxy-1-isopropyl-5-oxo-2,5-dihydro-1H-pyrrole-3-carboxylic acid ethyl ester C(C)OC(=O)C=1CN(C(C1O)=O)C(C)C